2-(4-bromo-1-methyl-1H-pyrazol-3-yl)-6-fluoropyridine BrC=1C(=NN(C1)C)C1=NC(=CC=C1)F